N1(CC=CC=2CCCNC12)C(=O)O 5,6,7,8-tetrahydronaphthyridine-1-carboxylic acid